N-((1H-imidazol-5-yl)methyl)-9H-purin-6-amine N1C=NC=C1CNC1=C2N=CNC2=NC=N1